hexa-chloro-5-heptene-2,3-dicarboxylic acid anhydride ClC(C1(C(C(Cl)(Cl)Cl)(C(=O)OC1=O)Cl)Cl)C=CC